6-methyl-1-((3-(trifluoromethyl)phenyl)amino)isoquinoline CC=1C=C2C=CN=C(C2=CC1)NC1=CC(=CC=C1)C(F)(F)F